(R)-[(1S,2S,4S,5R)-5-ethenyl-1-azabicyclo[2.2.2]octan-2-yl](6-methoxyquinolin-4-yl)methanol dihydrate hydrochloride Cl.O.O.C(=C)[C@@H]1[C@@H]2C[C@H](N(C1)CC2)[C@H](O)C2=CC=NC1=CC=C(C=C21)OC